7-methoxy-6-(3-methoxypropoxy)quinazoline COC1=C(C=C2C=NC=NC2=C1)OCCCOC